N,N'-methylene-bis-methacrylamide C(NC(C(=C)C)=O)NC(C(=C)C)=O